8-fluoro-1H-quinolin-4-one FC=1C=CC=C2C(C=CNC12)=O